5-(2-Chlorobenzyl)-4-oxo-3-(2-triisopropylsilanyloxyethyl)-4,5,6,7-tetrahydropyrazolo[1,5-a]pyrazine-2-carboxylic acid ClC1=C(CN2C(C=3N(CC2)N=C(C3CCO[Si](C(C)C)(C(C)C)C(C)C)C(=O)O)=O)C=CC=C1